NC1=NC(=C(C=2N1C(N(N2)CC2CCOCC2)=O)C2=CC(=NC(=C2)C)C)C2=CC=CC=C2 5-amino-8-(2,6-dimethyl-4-pyridinyl)-7-phenyl-2-(tetrahydropyran-4-ylmethyl)-[1,2,4]triazolo[4,3-c]pyrimidin-3-one